Cl.N[C@H]1C[C@H](N(CC1)C(=O)N1CC2(CCCC2)[C@@H](CC1)CN1C=NC2=CC=C(C=C2C1=O)F)C1=CC(=CC(=C1)F)F 3-(((R)-7-((2S,4R)-4-amino-2-(3,5-difluorophenyl)piperidine-1-carbonyl)-7-azaspiro[4.5]dec-10-yl)methyl)-6-fluoroquinazolin-4(3H)-one hydrochloride